2,3,4-trihydroxyphenyl methyl ketone CC(=O)C1=C(C(=C(C=C1)O)O)O